CN1N=CC(=C1)N(C[C@H]1OCCC1)S(N)(=O)=O 1-methyl-4-[sulfamoyl-[[(2S)-tetrahydrofuran-2-yl]methyl]amino]pyrazole